3-(1-isopropyl-1H-benzo[d][1,2,3]triazol-5-yl)-5-(4-(phenoxymethyl)phenyl)-1,2,4-oxadiazole C(C)(C)N1N=NC2=C1C=CC(=C2)C2=NOC(=N2)C2=CC=C(C=C2)COC2=CC=CC=C2